C[C@H]1CCC(NC1)C1=CC=C2C3(C(NC2=C1)=O)CC3 6'-((5S)-5-methylpiperidin-2-yl)spiro[cyclopropane-1,3'-indolin]-2'-one